O[C@@H]1[C@@H](CO[C@@H]([C@@H]1O)CO)CN1N=CC=C1 1-(((3R,4R,5R,6R)-4,5-dihydroxy-6-(hydroxymethyl)tetrahydro-2H-pyran-3-yl)methyl)-1H-pyrazole